NC=1C=C(C=CC1)CC(C(=O)OC(C)(C)C)(O)[C@@H]1CN(CC1)C(=O)OC(C)(C)C tert-Butyl (3S)-3-[1-[(3-aminophenyl)methyl]-2-tert-butoxy-1-hydroxy-2-oxo-ethyl]pyrrolidine-1-carboxylate